2-[(2-Ethyl-8-methyl-6-piperazin-1-yl-imidazo[1,2-a]pyridin-3-yl)-methyl-amino]-4-(4-fluoro-phenyl)-thiazole-5-carbonitrile C(C)C=1N=C2N(C=C(C=C2C)N2CCNCC2)C1N(C=1SC(=C(N1)C1=CC=C(C=C1)F)C#N)C